benzyl (R)-2-(((benzyloxy)carbonyl)amino)-3-(3-bromo-5-(1,3,5-trimethyl-1H-pyrazol-4-yl)benzamido)propanoate C(C1=CC=CC=C1)OC(=O)N[C@@H](C(=O)OCC1=CC=CC=C1)CNC(C1=CC(=CC(=C1)C=1C(=NN(C1C)C)C)Br)=O